OC(CC1=CC=CC=C1)C=1C=CC2=C(C(=C(O2)C)C(=O)OCC)C1 ethyl 5-(1-hydroxy-2-phenylethyl)-2-methylbenzofuran-3-carboxylate